tribicyclo[2.2.2]octylphosphine C12(CCC(CC1)CC2)P(C21CCC(CC2)CC1)C12CCC(CC1)CC2